BrC=1C=C(OC1)C(CCC#N)=O 4-(4-bromofuran-2-yl)-4-oxobutanenitrile